6-(6-chloropyridin-2-yl)-1,3,5-triazine-2,4-dione ClC1=CC=CC(=N1)C1=NC(NC(N1)=O)=O